(+-)-3,14-dimethyl-1-(2,6,6-trimethylcyclohex-3-en-1-yl)-7,10-dioxa-4,13-dithiaeicosane CC(CCC1C(C=CCC1(C)C)C)SCCOCCOCCSC(CCCCCC)C